FC(OC1=NN(C2=CC=C(C(=C12)C1=CC(=C(C=C1)S(=O)(=O)C)C)S(=O)(=O)C1COC1)C(C1=CC=CC=C1)(C1=CC=CC=C1)C1=CC=CC=C1)F 3-(difluoromethoxy)-4-(3-methyl-4-methanesulfonyl-phenyl)-5-(oxetan-3-ylsulfonyl)-1-trityl-indazole